1,4-dimethyl-6-((4-(4-(trifluoromethyl)piperidin-1-yl)phenyl)amino)-1,4-dihydroquinoxaline-2,3-dione CN1C(C(N(C2=CC(=CC=C12)NC1=CC=C(C=C1)N1CCC(CC1)C(F)(F)F)C)=O)=O